P(=O)(OC1=C2C(=CNC2=CC=C1)CCN)(O)O [3-(2-aminoethyl)-1H-indol-4-yl] dihydrogen phosphate